2,4,5,6-tetrahydro-1H-cyclobuta[f]inden-3-amine C1CC2=C1C=C1CCCC1=C2N